5-{[5-(6-{[(1R,2S,4S,5S)-4-aminobicyclo[3.1.0]hexane-2-yl]oxy}-2,3-dihydrofuro[3,2-b]pyridin-7-yl)-1H-pyrazol-3-yl]amino}pyrazine-2-carbonitrile N[C@H]1C[C@@H]([C@@H]2C[C@H]12)OC=1C(=C2C(=NC1)CCO2)C2=CC(=NN2)NC=2N=CC(=NC2)C#N